N1C=C(C2=CC=CC=C12)CCSC1=NC2=CC=C(C=C2C(N1CCCN(C)C)=O)Cl 2-((2-(1H-indol-3-yl)ethyl)thio)-6-chloro-3-(3-(dimethylamino)propyl)quinazolin-4(3H)-one